1-(4-[(2-chloro-6-fluorophenyl)carbamoyl]-2-fluoro-5-{[(2S)-1,1,1-trifluoroprop-2-yl]oxy}phenyl)-5-oxo-4-propyl-4,5-dihydro-1H-1,2,4-triazole-3-carboxylic acid ClC1=C(C(=CC=C1)F)NC(=O)C1=CC(=C(C=C1O[C@H](C(F)(F)F)C)N1N=C(N(C1=O)CCC)C(=O)O)F